The molecule is an allo-bile acid that is 5alpha-cholan-24-oic acid bearing three alpha-hydroxy substituents at position 3, 7 and 12. It has a role as a marine metabolite, a rat metabolite and a human metabolite. It is a C24-steroid, a 3alpha-hydroxy steroid, a 7alpha-hydroxy steroid, a 12alpha-hydroxy steroid and an allo-bile acid. It is a conjugate acid of an allocholate. C[C@H](CCC(=O)O)[C@H]1CC[C@@H]2[C@@]1([C@H](C[C@H]3[C@H]2[C@@H](C[C@@H]4[C@@]3(CC[C@H](C4)O)C)O)O)C